COC(=O)C1=CC=C(C=2C=C(OC21)CN2C(C1=CN=CC=C1CC2)=O)C.FC2=C(C(=C(C(=C2C2=C(C(=C(C(=C2F)F)C(S(=O)(=O)C(F)(F)F)S(=O)(=O)C(F)(F)F)F)F)F)F)F)F {4-(pentafluorophenyl)-2,3,5,6-tetrafluorophenyl}bis(trifluoromethylsulfonyl)methane methyl-4-methyl-2-((1-oxo-3,4-dihydro-2,7-naphthyridin-2(1H)-yl)methyl)benzofuran-7-carboxylate